ClC1=NC2=CC(=C(C=C2C(=N1)N(C1=CC=CC=C1)CC)F)F chloro-N-ethyl-6,7-difluoro-N-phenylquinazolin-4-amine